BrC=1C=2N(C=C(C1)OCC1(CN(C1)C(=O)OC(C)(C)C)F)N=CC2C#N tert-butyl 3-(((4-bromo-3-cyanopyrazolo[1,5-a]pyridin-6-yl) oxy) methyl)-3-fluoroazetidine-1-carboxylate